tert-butyl N-[(4-ethynyl-3,5-difluoro-phenyl)methyl]carbamate C(#C)C1=C(C=C(C=C1F)CNC(OC(C)(C)C)=O)F